(3-chloro-5-(2-(ethoxymethoxy)-6-methyl-4-(trifluoromethyl)phenyl)pyrazin-2-yl)methanol ClC=1C(=NC=C(N1)C1=C(C=C(C=C1C)C(F)(F)F)OCOCC)CO